C(N)(=O)[C@H]1N(C[C@]2(C1)C(NN=C(C2)C2=CC=CC=C2)=O)C(=O)OC(C)(C)C t-butyl (3S,5R)-3-carbamoyl-6-oxo-9-phenyl-2,7,8-triazaspiro[4.5]dec-8-ene-2-carboxylate